BrC=1C=CC(=C(OCCN2N=CN=C2)C1)Cl 1-(2-(5-bromo-2-chlorophenoxy)ethyl)-1H-1,2,4-triazole